1-bromo-4-fluoro-5-isocyanato-2-methylbenzene BrC1=C(C=C(C(=C1)N=C=O)F)C